(S)-8-fluoro-6-(((6-fluoro-2-methylpyridin-3-yl)(1-(1-(trifluoromethyl)cyclopropyl)-1H-1,2,3-triazol-4-yl)methyl)amino)-4-(neopentylamino)quinoline-3-carbonitrile FC=1C=C(C=C2C(=C(C=NC12)C#N)NCC(C)(C)C)N[C@H](C=1N=NN(C1)C1(CC1)C(F)(F)F)C=1C(=NC(=CC1)F)C